[Br-].C(CCCCCCCCCCC)[N+](C)(C)CCCCCCCCCCCC di(dodecyl)dimethylammonium bromide